FC1=C(C=CC=C1)N1C(=NN=C1C1=NC(=CC=C1)C)C1CC(C1)NC(=O)C1=NC=CC=C1 N-((1S,3r)-3-(4-(2-fluorophenyl)-5-(6-methylpyridin-2-yl)-4H-1,2,4-triazol-3-yl)cyclobutyl)pyridineamide